C(C1=CC=CC=C1)OC(=O)NCC1(C2CCN(CC12)C(=O)OC(C)(C)C)C1=CC=NN1C Tert-butyl 7-((((benzyloxy)carbonyl)amino)methyl)-7-(1-Methyl-1H-pyrazol-5-yl)-3-azabicyclo[4.1.0]heptane-3-carboxylate